C(=CC)N propenyl-amine